4-(6-methylpyrazolo[1,5-a]pyridin-3-yl)-7-((6,7,8,9-tetrahydro-5H-pyrido[3,2-c]azepin-2-yl)amino)isoindolin-1-one hydrochloride Cl.CC=1C=CC=2N(C1)N=CC2C2=C1CNC(C1=C(C=C2)NC=2C=CC=1CNCCCC1N2)=O